COC1=C(C=C(C=C1)C(C)(C)OC)[C@H](C(=O)O)N1C[C@@H](CC1)OCCCCCC1=NC=2NCCCC2C=C1 (R)-2-(2-methoxy-5-(2-methoxypropan-2-yl)phenyl)-2-((R)-3-((5-(5,6,7,8-tetrahydro-1,8-naphthyridin-2-yl)pentyl)oxy)pyrrolidin-1-yl)acetic acid